2-phenylpiperidine-1-carboxylate C1(=CC=CC=C1)C1N(CCCC1)C(=O)[O-]